2-((4-(7-(((2S,5R)-5-((N,N-dimethylsulfamoyl)amino)tetrahydro-2H-pyran-2-yl)methyl)-2,7-diazaspiro[3.5]nonan-2-yl)pyrimidin-5-yl)oxy)-5-fluoro-N-isopropyl-N-methylbenzamide CN(S(=O)(=O)N[C@@H]1CC[C@H](OC1)CN1CCC2(CN(C2)C2=NC=NC=C2OC2=C(C(=O)N(C)C(C)C)C=C(C=C2)F)CC1)C